2-fluoromethyl-1,3-dioxolane FCC1OCCO1